2-(4-cyclopropyl-6-methoxypyrimidin-5-yl)-4-(4-(1-isopropyl-4-(trifluoromethyl)-1H-imidazol-2-yl)benzyl)-6,7-dihydro-[1,2,4]triazolo[1,5-a]pyrimidin C1(CC1)C1=NC=NC(=C1C1=NN2C(N(CCC2)CC2=CC=C(C=C2)C=2N(C=C(N2)C(F)(F)F)C(C)C)=N1)OC